(E)-1-(4-tolylazo)naphthalene-2-ol C1(=CC=C(C=C1)\N=N\C1=C(C=CC2=CC=CC=C12)O)C